2-(methylsulfonyl)-6-(2-chloro-6-fluorophenyl)-8,9-dihydroimidazo[1,2-a]pyrimido[5,4-e]pyrimidin-5(6H)-one CS(=O)(=O)C=1N=CC=2C(N(C=3N(C2N1)CCN3)C3=C(C=CC=C3F)Cl)=O